C[C@@H]1N(C[C@H](NC1)C)C=1SC2=C(N1)C=CC=C2 2-[(2S,5R)-2,5-dimethylpiperazin-1-yl]-1,3-benzothiazole